2-[2-(propan-2-yl)pyridin-3-yl]8,9-dihydro-7H-purin-8-one CC(C)C1=NC=CC=C1C1=NC=C2NC(NC2=N1)=O